C(C)(C)(C)OC(NC(C)C1=C(C=C(C=C1)[N+](=O)[O-])CSC)=O (1-(2-((methylthio)methyl)-4-nitrophenyl)ethyl)carbamic acid tert-butyl ester